O.O.S(=O)(=O)([O-])[O-].[Ca+2] Calcium Sulfat-Dihydrat